O=C1NC2=CC=C(C=C2C12CCN(CC2)CCOC2=CC1=C(N(C=N1)C1CC(C1)(C)O)C(=C2)C(F)(F)F)C#N 2-oxo-1'-[2-({1-[(cis)-3-hydroxy-3-methylcyclobutyl]-7-(trifluoromethyl)-1H-1,3-benzodiazol-5-yl}oxy)ethyl]-1,2-dihydrospiro[indole-3,4'-piperidine]-5-carbonitrile